C(C(C)C)C1CC(C=C(C1)CCC=O)C 3-(5-isobutyl-3-methyl-cyclohexen-1-yl)propionaldehyde